C(C)(C)(C)OC(NC=1C(=NC(=C(C1)F)S(NC1=NC(=CC=C1)F)(=O)=O)C)=O (5-fluoro-6-(N-(6-fluoropyridin-2-yl)sulfamoyl)-2-methylpyridin-3-yl)carbamic acid tert-butyl ester